C1(CC1)C=1NC(=NN1)C1CC2(CN(C2)C(=O)N2CC3(C2)CCC(CC3)OC3=NC(=NC=C3)C(F)(F)F)C1 [6-(5-cyclopropyl-4H-1,2,4-triazol-3-yl)-2-azaspiro[3.3]heptan-2-yl]-[7-[2-(trifluoromethyl)pyrimidin-4-yl]oxy-2-azaspiro[3.5]nonan-2-yl]methanone